BrC=1C=2C3=C(C(N(C3=CC1)C1(CN(C1)C#N)C#N)=O)C=CC2 3-(6-bromo-2-oxo-benzo[cd]indol-1(2H)-yl)azetidine-1,3-dinitrile